7-Bromo-5-fluoro-4-hydroxy-N-methylquinoline-3-sulfonamide BrC1=CC(=C2C(=C(C=NC2=C1)S(=O)(=O)NC)O)F